5-bromo-2-(2,2-difluoro-1,1-dimethyl-ethoxy)pyridine BrC=1C=CC(=NC1)OC(C(F)F)(C)C